5-Bromo-6-(2-chloro-5-fluorophenyl)-6-hydroxy-7-(4-methoxybenzyl)-6,7-dihydroimidazo[4,5-e]isoindole BrC=1C=C2C(C3=CN(C(C13)(O)C1=C(C=CC(=C1)F)Cl)CC1=CC=C(C=C1)OC)=NC=N2